ClC=1C=C(C=CC1)N1N=C(C=C1)C1CCN(CC1)C(=O)OC(C)(C)C tert-butyl 4-[1-(3-chlorophenyl)-1H-pyrazol-3-yl]piperidine-1-carboxylate